FC1=NC=CC(=C1)C1=NC=2C(=NC(=CC2)C(F)(F)F)N1C=1C=C2C(C(NC2=CC1)=O)=O 5-[2-(2-Fluoro-4-pyridyl)-5-(trifluoromethyl)imidazo[4,5-b]pyridin-3-yl]indoline-2,3-dione